(R)-4-benzyl-3-((S)-4,4,4-trifluoro-2-((2-(trimethylsilyl)ethoxy)methyl)butyryl)oxazolidin-2-one C(C1=CC=CC=C1)[C@H]1N(C(OC1)=O)C([C@@H](CC(F)(F)F)COCC[Si](C)(C)C)=O